C(C)(=O)NC1CCC(CC1)CC1=C(N=C2N1C=CC(=C2)C)C2=C(C=C(C(=O)NC)C=C2F)F 4-(3-((4-acetamidocyclohexyl)methyl)-7-methylimidazo[1,2-a]pyridin-2-yl)-3,5-difluoro-N-methylbenzamide